N1C=CC2=CC=C(C=C12)CN 1H-indol-6-methylamine